BrC=1C(=C(OC2=CC=C(C=C2)CCCC=O)C=CC1)C 4-(4-(3-bromo-2-methylphenoxy)phenyl)butanal